ClC=1C(=C2C=NNC2=C(C1F)OC(F)(F)F)C=1C=CC=2N(C1)C=C(N2)NC(=O)C2C(C2)F N-(6-(5-chloro-6-fluoro-7-(trifluoromethoxy)-1H-indazol-4-yl)imidazo[1,2-a]pyridin-2-yl)-2-fluorocyclopropane-1-carboxamide